bis(2-aminophenyl)ethyleneglycol NC1=C(C=CC=C1)C(C(C1=C(C=CC=C1)N)O)O